2,2-dimethyl-6-vinyltetrahydro-4H-cyclopenta[d][1,3]dioxin-4-ol CC1(OC(C2C(O1)CC(C2)C=C)O)C